[Dy].[Sc] scandium-dysprosium